OCC1=CC=C2C3(CC=4C(=NOC4C2=C1)N(S(=O)(=O)C1=C(C=CC=C1)OC)CC[Si](C)(C)C)CC3 N-(8'-(hydroxymethyl)-4'H-spiro[cyclopropane-1,5'-naphtho[2,1-d]isoxazol]-3'-yl)-2-methoxy-N-(2-(trimethylsilyl)ethyl)benzenesulfonamide